tert-Butyl 4-((4-(7-methoxyheptyl)phenyl)carbamoyl)piperazine-1-carboxylate COCCCCCCCC1=CC=C(C=C1)NC(=O)N1CCN(CC1)C(=O)OC(C)(C)C